CCCCCCCCCCCCCCCC(=O)OC[C@@H](COC(=O)CCCCCCC/C=C\\CCCCCCCC)O The molecule is a 1,3-diglyceride in which the acyl groups at positions 1 and 3 are specified as oleoyl and palmitoyl respectively (the S-stereoisomer). It is a 1-oleoyl-3-palmitoylglycerol and a 1,3-diacyl-sn-glycerol.